CN1C=C(C=2C1=CN=C(C2)NC(C)=O)C2=NC(=CC1=C2OCCO1)SC N-(1-methyl-3-(7-(methylthio)-2,3-dihydro-[1,4]dioxino[2,3-c]pyridin-5-yl)-1H-pyrrolo[2,3-c]pyridin-5-yl)acetamide